t-butoxycarbonyl-1,3-propanediamine C(C)(C)(C)OC(=O)C(CCN)N